N-(2-(4-(4-cyclopropylpiperazine-1-yl)piperidine-1-yl)-5-((6-((S)-3-(3-fluorobenzyl)isoxazolidine-2-yl)pyrimidine-4-yl)amino)-4-methoxyphenyl)acrylamide C1(CC1)N1CCN(CC1)C1CCN(CC1)C1=C(C=C(C(=C1)OC)NC1=NC=NC(=C1)N1OCC[C@@H]1CC1=CC(=CC=C1)F)NC(C=C)=O